C(C)(C)(C)C1=CC(=C(C=C1Cl)C=1NC2=CC=NC(=C2C(C1)=O)C1=NC=CN=C1)C 2-(4-tert-butyl-5-chloro-2-methyl-phenyl)-5-pyrazin-2-yl-1H-1,6-naphthyridin-4-one